NC(=NC(N(C)C)=N)N 3-(diaminomethylidene)-1,1-dimethylguanidine